(E)-3-methyl-4-oxo-2-butenoic acid C\C(=C/C(=O)O)\C=O